phenyl-2-[dimethoxy-(4-hydroxyphenyl)]methyldibenzothiophenium bromid [Br-].C1(=CC=CC=C1)C1=C(C=CC=2[SH+]C3=C(C21)C=CC=C3)CC3=C(C(=C(C=C3)O)OC)OC